N-(4-bromo-2,5-difluorophenyl)-5-(thiazol-2-yl)-1H-pyrrol-3-sulfonamide BrC1=CC(=C(C=C1F)NS(=O)(=O)C1=CNC(=C1)C=1SC=CN1)F